(R)-1-(3-Benzyl-4-(3-(2,4-difluoro-3-hydroxy-5-(trifluoromethyl)phenyl)-1-methyl-1H-pyrazolo[3,4-d]pyrimidin-6-yl)piperazin-1-yl)ethan-1-one C(C1=CC=CC=C1)[C@@H]1CN(CCN1C1=NC=C2C(=N1)N(N=C2C2=C(C(=C(C(=C2)C(F)(F)F)F)O)F)C)C(C)=O